COCC12CCC(CC1)(C2)CC=O 2-(4-((methoxy)methyl)bicyclo[2.2.1]heptane-1-yl)acetaldehyde